5-bromo-2,6-di(1H-pyrazol-1-yl)-pyrimidin-4-amine mesylate salt S(C)(=O)(=O)O.BrC=1C(=NC(=NC1N1N=CC=C1)N1N=CC=C1)N